3-acetyl-2,3,4,5-tetrahydro-1H-naphtho[2,3-d]azepine-6,11-dione C(C)(=O)N1CCC2=C(CC1)C(C1=CC=CC=C1C2=O)=O